N-(2-(ethylsulfanyl)-4-(3-fluoro-7,8-dihydro-1,6-naphthyridine-6(5H)-yl)-6-methylphenyl)-3,3-dimethylbutyramide C(C)SC1=C(C(=CC(=C1)N1CC=2C=C(C=NC2CC1)F)C)NC(CC(C)(C)C)=O